methyl (2S)-4-methylenepyrrolidine-1,2-dicarboxylate C=C1C[C@H](N(C1)C(=O)OC)C(=O)[O-]